N-methyl-2-({3-[(E)-2-{5-[2-(4-methylpiperazin-1-yl)ethoxy]pyridin-2-yl}vinyl]-1H-indazol-6-yl}thio)benzamide CNC(C1=C(C=CC=C1)SC1=CC=C2C(=NNC2=C1)\C=C\C1=NC=C(C=C1)OCCN1CCN(CC1)C)=O